2-(3-ethylsulfanyl-4,5-dimethoxyphenyl)ethanamine C(C)SC=1C=C(C=C(C1OC)OC)CCN